3,4-dimethyl-N-[[4-(4-methylpiperazin-1-yl)phenyl]methyl]pyrimido[4',5':4,5]thieno[2,3-c]pyridazin-8-amine hydrochloride Cl.CC1=C(C2=C(N=N1)SC1=C2N=CN=C1NCC1=CC=C(C=C1)N1CCN(CC1)C)C